ClC=1N=C(C2=C(N1)CC(C2)CO)C (2-chloro-4-methyl-6,7-dihydro-5H-cyclopenta[d]pyrimidin-6-yl)methanol